3-[(1-{[(3R,4R)-1-benzyl-3-phenylpiperidin-4-yl]carbonyl}-4-hydroxypiperidin-4-yl)methyl]-7-methyl-3,7-dihydro-4H-pyrrolo[2,3-d]pyrimidin-4-one C(C1=CC=CC=C1)N1C[C@H]([C@@H](CC1)C(=O)N1CCC(CC1)(O)CN1C=NC2=C(C1=O)C=CN2C)C2=CC=CC=C2